OC1=C(CC2=C(C#N)C=CC=C2)C=C(C=C1C)C 2-(2-hydroxy-3,5-dimethylbenzyl)benzonitrile